N[C@H]1CN(C[C@H]1C)C=1C2=CN(N=C2C=CC1NC(=O)C1=NN(C(C=C1)=O)C1=C(C=CC=C1F)F)C12CCC(CC1)C2 N-(4-((3R,4R)-3-amino-4-methylpyrrolidin-1-yl)-2-(bicyclo[2.2.1]heptan-1-yl)-2H-indazol-5-yl)-1-(2,6-difluorophenyl)-6-oxo-1,6-dihydropyridazine-3-carboxamide